9-hydroxyheptadecanedioate OC(CCCCCCCC(=O)[O-])CCCCCCCC(=O)[O-]